(E)-2-cyano-N-(2-(morpholinosulfonyl)benzyl)-3-(1H-pyrrolo[2,3-b]pyridin-3-yl)acrylamide C(#N)/C(/C(=O)NCC1=C(C=CC=C1)S(=O)(=O)N1CCOCC1)=C\C1=CNC2=NC=CC=C21